[Ca+2].C(CCCCC)(=O)[O-].C(CCCCC)(=O)[O-] hexanoic acid calcium salt